[N-](S(=O)(=O)C(F)(F)F)S(=O)(=O)C(F)(F)F.N1=C(C=CC=C1)C1=NC=CC=C1.[Co+2].[N-](S(=O)(=O)C(F)(F)F)S(=O)(=O)C(F)(F)F cobalt bipyridine bistrifluoromethanesulfonimide